4,7-diisopropyloxy-octadecanoic acid C(C)(C)OC(CCC(=O)O)CCC(CCCCCCCCCCC)OC(C)C